NC=1N=CC(=NC1OC(C)C1=C(C(=CC=C1Cl)F)Cl)C=1C=NC=C(C(=O)NCCCN2CCOCC2)C1 5-{5-amino-6-[1-(2,6-dichloro-3-fluoro-phenyl)-ethoxy]-pyrazin-2-yl}-N-(3-morpholin-4-yl-propyl)-nicotinamide